BrC1=CC=C(C=C1)C1=CC=CC=2OC3=C(C21)C=CC=C3 1-(4-bromophenyl)dibenzo[b,d]furan